2-[[5-cyclopropyl-4-(2,5-dichlorophenyl)imidazol-1-yl]methoxy]ethyl-trimethyl-silane C1(CC1)C1=C(N=CN1COCC[Si](C)(C)C)C1=C(C=CC(=C1)Cl)Cl